OC1=C(C(N(C=C1C)C)=O)NC(N[C@@H](CC(=O)OCC)C=1C=C(C=CC1)C1=C(C=CC=C1)OC)=O Ethyl (S)-3-(3-(4-Hydroxy-1,5-dimethyl-2-oxo-1,2-dihydropyridin-3-yl)ureido)-3-(2'-methoxybiphenyl-3-yl)propanoat